C(C)(C)(C)OC(=O)N1CCC2(CC2C(NC=2C=NC(=CC2)C(NC)=O)=O)CC1 1-((6-(methylcarbamoyl)pyridin-3-yl)carbamoyl)-6-azaspiro[2.5]Octane-6-carboxylic acid tert-butyl ester